3-(2,4-bis(benzyloxy)-5-fluorophenyl)oxetan-3-amine C(C1=CC=CC=C1)OC1=C(C=C(C(=C1)OCC1=CC=CC=C1)F)C1(COC1)N